CC1=C(C(=C(C(=C1C)C)C1=C(C(=C(C(=C1[2H])[2H])[2H])[2H])[2H])NC=1C(=CC=CC1)N)C1=C(C(=C(C(=C1[2H])[2H])[2H])[2H])[2H] N1-(4',5',6'-trimethyl-[1,1':3',1''-terphenyl]-2'-yl-2,2'',3,3'',4,4'',5,5'',6,6''-d10)benzene-1,2-diamine